3-oxo-1-phenyl-2,7,10-trioxa-4-azatridecan-13-oic acid O=C(OCC1=CC=CC=C1)NCCOCCOCCC(=O)O